CC(CCC(=O)O)(C(C)C(=O)O)C(=O)O 3-Methyl-1,3,4-pentanetricarboxylic acid